2-cyclohexylethynyl-sulfonic acid C1(CCCCC1)C#CS(=O)(=O)O